trans-4-{2-[4-(2,3-dichlorophenyl)piperazin-1-yl]-ethyl}-cyclohexyl-amine trihydrochloride Cl.Cl.Cl.ClC1=C(C=CC=C1Cl)N1CCN(CC1)CC[C@@H]1CC[C@H](CC1)N